4-(chloromethyl)pyridine HCl salt Cl.ClCC1=CC=NC=C1